O1C2=C(N(CCC1)C(=O)OC(C)(C)C)C=CC(=C2)C(=O)OC 5-(tert-Butyl) 8-Methyl 3,4-Dihydrobenzo[b][1,4]oxazepine-5,8(2H)-dicarboxylate